C(C=C)(=O)OCCCCCCCCCCCCCCCCCCC[Si](F)(F)F acryloxynonadecyltrifluorosilane